tert-butyl 2-[(diphenylmethylidene)amino]acetate C1(=CC=CC=C1)C(C1=CC=CC=C1)=NCC(=O)OC(C)(C)C